4-(6-Chloropyrimidin-4-yl)-2-methylbenzylcarbamic acid tert-butyl ester C(C)(C)(C)OC(NCC1=C(C=C(C=C1)C1=NC=NC(=C1)Cl)C)=O